IC1=CC2=C(N=C(S2)NC(=O)C2C(C3C=CC2C3)C(=O)O)C=C1 3-[(6-iodo-1,3-benzothiazol-2-yl)carbamoyl]bicyclo[2.2.1]hept-5-ene-2-carboxylic acid